NC=1N=C(C2=C(C=NN(C2=O)CC2=CC=C(C=C2)CN(CCO)CCO)N1)N[C@H](C)CCC (R)-2-amino-6-(4-((bis(2-hydroxyethyl)amino)methyl)benzyl)-4-(pentan-2-ylamino)pyrimido[4,5-d]pyridazin-5(6H)-one